tert-butyl 9-((S)-10-chloro-3-(methoxymethyl)-5-oxo-9-(trifluoromethyl)-2,3-dihydro-5H-[1,4]thiazino[2,3,4-ij]quinazolin-7-yl)-3-oxa-7,9-diazabicyclo[3.3.1]nonane-7-carboxylate ClC1=C(C=C2C(=NC(N3C2=C1SC[C@@H]3COC)=O)N3C1COCC3CN(C1)C(=O)OC(C)(C)C)C(F)(F)F